BrC1C(OC2=C1C=CC=C2)(C)C bromo-2,2-dimethyl-2,3-dihydro-1-benzofuran